5-methoxy-1-(4-(trifluoromethyl)phenyl)-1,2,3,4-tetrahydroquinolin-3-amine COC1=C2CC(CN(C2=CC=C1)C1=CC=C(C=C1)C(F)(F)F)N